piperid-2-yl-phenyl-acetamide N1C(CCCC1)C(C(=O)N)C1=CC=CC=C1